N',N'-dimethyl-2-[1-[(4-methylphenyl)methyl]-5-oxopyrrolidin-2-yl]acetohydrazid CN(NC(CC1N(C(CC1)=O)CC1=CC=C(C=C1)C)=O)C